4-Methyl-5-nitropyridine-3-carbonitrile CC1=C(C=NC=C1[N+](=O)[O-])C#N